4-amino-5-[(2-amino-3-chloro-4-pyridyl)sulfanyl]-1-methyl-6-oxo-pyrimidine NC=1N=CN(C(C1SC1=C(C(=NC=C1)N)Cl)=O)C